CN1N=CC(=C1)C=1C=CC=2N(C1)N=CC2N2CC(NCC2)C 6-(1-methyl-1H-pyrazol-4-yl)-3-(3-methylpiperazin-1-yl)pyrazolo[1,5-a]pyridine